C(C)N1C(C(C2=CC=CC=C12)=O)=O 1-ethyl-indoline-2,3-dione